C1(CC1)S(=O)(=O)NC=1SC=C(N1)[C@H](C(=O)NC1=CC=C(C=C1)C1=NC(=CN=C1)OC)OC (R)-2-(2-(cyclopropanesulfonamido)thiazol-4-yl)-2-methoxy-N-(4-(6-methoxypyrazin-2-yl)phenyl)acetamide